2-(3-fluoro-5-(1-methyl-1H-pyrazol-4-yl)phenyl)-N-(8-(piperidin-1-yl)-7H-purine-6-yl)acetamide FC=1C=C(C=C(C1)C=1C=NN(C1)C)CC(=O)NC1=C2NC(=NC2=NC=N1)N1CCCCC1